NC1CC(C1)C(=O)NC=1SC(=C(N1)C)C(=O)OC(C)(C)C tert-butyl 2-[(3-aminocyclobutanecarbonyl)amino]-4-methyl-thiazole-5-carboxylate